C(C)(C)(C)OC(=O)N1[C@H](CCC1)C(CCl)=O |r| rac-tert-butyl-2-(2-chloroacetyl)pyrrolidine-1-carboxylate